C(=C)[C@@H]1[C@@H]2CC[C@H](CN1C(=O)OCC1=CC=CC=C1)N2C(=O)OC(C)(C)C 3-benzyl 8-(tert-butyl) (1S,2R,5R)-2-vinyl-3,8-diazabicyclo[3.2.1]octane-3,8-dicarboxylate